5-(5-fluoro-2-methoxypyridin-4-yl)phenol FC=1C(=CC(=NC1)OC)C=1C=CC=C(C1)O